C(CCCCCCCCCCCCCCCCC)(=O)[O-].[O-2].[V+4] vanadium(IV) oxide stearate